tert-Butyl 4-[2-(2-chlorophenyl)ethynyl]piperidine-1-carboxylate ClC1=C(C=CC=C1)C#CC1CCN(CC1)C(=O)OC(C)(C)C